dinitrosopiperazine 2,3,4,5,6-pentafluorophenyl-2-{2-[2-(4-{2-azatricyclo[10.4.0.04,9]hexadeca-1(12),4(9),5,7,13,15-hexaen-10-yn-2-yl}-4-oxobutanamido)acetamido]acetamido}acetate FC1=C(C(=C(C(=C1F)F)F)F)C(C(=O)O)NC(CNC(CNC(CCC(=O)N1C=2C=CC=CC2C#CC=2C=CC=CC2C1)=O)=O)=O.N(=O)N1CCN(CC1)N=O